N-(1-(7-(8-ethynyl-7-fluoronaphthalen-1-yl)-8-fluoro-2-(((S)-1-methylpyrrolidin-2-yl)methoxy)pyrido[4,3-d]pyrimidin-4-yl)-4,4-dimethylazepan-3-yl)-N-methylacrylamide C(#C)C=1C(=CC=C2C=CC=C(C12)C1=C(C=2N=C(N=C(C2C=N1)N1CC(C(CCC1)(C)C)N(C(C=C)=O)C)OC[C@H]1N(CCC1)C)F)F